ClC1=C(C=CC(=C1)C)N(C=1C=C(C(=O)O)C=CC1F)C 3-((2-chloro-4-methylphenyl)(methyl)amino)-4-fluorobenzoic acid